N-(4-chloro-2,6-dimethylnicotinoyl)-O-((1R,3R)-3-(2-(5,6,7,8-tetrahydro-1,8-naphthyridin-2-yl)ethyl)cyclobutyl)-L-homoserine ClC1=CC(=NC(=C1C(=O)N[C@@H](CCOC1CC(C1)CCC1=NC=2NCCCC2C=C1)C(=O)O)C)C